CN(C)CC=1C=C(C=CC1)NC=1N=CC2=C(N1)CN(CC2)C(=O)OC(C)(C)C tert-butyl 2-({3-[(dimethylamino)methyl]phenyl}amino)-5H,6H,7H,8H-pyrido[3,4-d]pyrimidine-7-carboxylate